NC=1C=C(C#N)C=C(C1)N1CCC(CC1)(F)F 3-amino-5-(4,4-difluoropiperidin-1-yl)benzonitrile